OC1=C(C=C2CCCN(C2=C1)C=1C=2C=C(C(N(C2C=C(C1)C1CCOCC1)C)=O)C)C=1C=NN(C1)C 7-hydroxy-1',3'-dimethyl-6-(1-methyl-1H-pyrazol-4-yl)-7'-(tetrahydro-2H-pyran-4-yl)-3,4-dihydro-2H-[1,5'-biquinoline]-2'(1'H)-one